rac-(7S)-4,7-difluoro-7-isopropyl-N-[rac-(1R)-3-(1,4-oxazepan-4-yl)-1-(6-pyridazin-4-yl-3-pyridyl)propyl]-6,8-dihydro-5H-acridine-2-carboxamide FC1=CC(=CC2=CC=3C[C@@](CCC3N=C12)(C(C)C)F)C(=O)N[C@H](CCN1CCOCCC1)C=1C=NC(=CC1)C1=CN=NC=C1 |r|